CN1C(NC2=NC=NC=C12)=O 7-methyl-7,9-dihydro-8H-purin-8-on